NC=1C2=C(N=CN1)N(C(=C2C=2C=NC(=CC2)N(C)C(=O)OC(C)(C)C)C2=CCC1(CCN(CC1)C(=O)OC(C)(C)C)CC2)C tert-butyl 9-(4-amino-5-(6-((tert-butoxycarbonyl)(methyl)-amino)pyridin-3-yl)-7-methyl-7H-pyrrolo[2,3-d]pyrimidin-6-yl)-3-azaspiro[5.5]undec-8-ene-3-carboxylate